4-amino-1-(5-(4-fluoro-2-methoxyphenyl)imidazo[2,1-b][1,3,4]thiadiazol-2-yl)pyrrolidin-3-ol NC1C(CN(C1)C1=NN2C(S1)=NC=C2C2=C(C=C(C=C2)F)OC)O